6-(4-methoxypyrrolo[2,1-f][1,2,4]triazin-5-yl)-2-methyl-1-((5-methyl-1,3,4-oxadiazol-2-yl)methyl)-1H-imidazo[4,5-b]pyridine COC1=NC=NN2C1=C(C=C2)C=2C=C1C(=NC2)N=C(N1CC=1OC(=NN1)C)C